2'-trifluoromethylacetoacetanilide FC(C1=C(NC(CC(=O)C)=O)C=CC=C1)(F)F